5-methoxy-N-(4-(2-propylhydrazine-1-carbonyl)benzyl)-1H-indole-2-carboxamide COC=1C=C2C=C(NC2=CC1)C(=O)NCC1=CC=C(C=C1)C(=O)NNCCC